C(C)(C)S(=O)(=O)C Isopropylmethylsulfon